(R)-2-(3-fluoro-2-methoxy-5-(1-(trifluoromethyl)cyclopropyl)phenyl)-2-((R)-3-((5-(4-methoxy-5,6,7,8-tetrahydro-1,8-naphthyridin-2-yl)pentyl)oxy)pyrrolidin-1-yl)acetic acid FC=1C(=C(C=C(C1)C1(CC1)C(F)(F)F)[C@H](C(=O)O)N1C[C@@H](CC1)OCCCCCC1=NC=2NCCCC2C(=C1)OC)OC